1-(3-((7-methoxy-4-((3-(oxazol-5-yl)phenyl)-amino)quinazolin-6-yl)-oxy)pyrrolidin-1-yl)prop-2-en-1-one COC1=C(C=C2C(=NC=NC2=C1)NC1=CC(=CC=C1)C1=CN=CO1)OC1CN(CC1)C(C=C)=O